FC=1C=C2/C(/C(NC2=CC1)=O)=C/C1=C(C(=C(N1)C)C(=O)NCCN1CCCC1)C 5-[(Z)-(5-Fluoro-1,2-dihydro-2-oxo-3H-indol-3-ylidene)methyl]-2,4-dimethyl-N-[2-(1-pyrrolidinyl)ethyl]-1H-pyrrole-3-carboxamide